C(C1=CC=CC=C1)(=O)C(CCC#N)(C#CC1=CC=C(C=C1)CCC)C 4-benzoyl-4-methyl-6-(4-propylphenyl)-5-hexynonitrile